(5S)-1-acetyl-5-methoxymethyloxy-piperidine-2,2-dicarboxylic acid diethyl ester C(C)OC(=O)C1(N(C[C@H](CC1)OCOC)C(C)=O)C(=O)OCC